1-(5-methoxy-2-nitro-phenyl)ethanone COC=1C=CC(=C(C1)C(C)=O)[N+](=O)[O-]